2,5-dihydroxycyclohexylacetic acid OC1C(CC(CC1)O)CC(=O)O